(5-(tert-butyl)-2,4-dihydroxyphenyl)(5-chloro-4-(methylamino)isoindolin-2-yl)methanone C(C)(C)(C)C=1C(=CC(=C(C1)C(=O)N1CC2=CC=C(C(=C2C1)NC)Cl)O)O